N1(CCCC1)C1=CC=NC=C1 4-pyrrolidin-1-ylpyridine